2-({6-[(1,3-Benzothiazol-2-yl)amino]-5-methylpyridazin-3-yl}(methyl)amino)-5-[1-(benzylcarbamoyl)azetidin-3-yl]-1,3-thiazole-4-carboxylic acid S1C(=NC2=C1C=CC=C2)NC2=C(C=C(N=N2)N(C=2SC(=C(N2)C(=O)O)C2CN(C2)C(NCC2=CC=CC=C2)=O)C)C